FC=1C=C2C(N(C(=NC2=CC1)N1CCCC1)NC(CC1=CC(=C(C=C1)C(F)(F)F)F)=O)=O N-(6-Fluoro-4-oxo-2-pyrrolidin-1-yl-4H-quinazolin-3-yl)-2-(3-fluoro-4-trifluoromethyl-phenyl)-acetamide